1,5-dimethyl-pyrrole-2-carbonitrile CN1C(=CC=C1C)C#N